C(CCCC)C(COC(CCN(C(OCCN(CCOC(N(CCC(=O)OCC(CCCCC)CCCCC)CCC)=O)CCCN(CC)CC)=O)CCC)=O)CCCCC Bis(2-pentylheptyl)9-(3-(diethylamino)propyl)-5,13-dioxo-4,14-dipropyl-6,12-dioxa-4,9,14-triazaheptadecanedioate